FC(C1(OC(CCS1)=O)C(F)(F)F)(F)F 2,2-bis(trifluoromethyl)-1,3-oxathian-6-one